1-[8-chloro-7-fluoro-10-(1-methyl-1H-pyrazol-3-yl)-3,4-dihydropyrazino[1,2-b]indazol-2(1H)-yl]-2-hydroxyethan-1-one ClC=1C=C(C2=C3N(N=C2C1F)CCN(C3)C(CO)=O)C3=NN(C=C3)C